((R)-6-((S)-4-benzyl-2,5-dioxoimidazolidin-1-yl)spiro[3.3]heptan-2-yl)oxynicotinamide C(C1=CC=CC=C1)[C@@H]1NC(N(C1=O)C1CC2(CC(C2)OC2=C(C(=O)N)C=CC=N2)C1)=O